C1(CC1)N1N=NC(=C1)[C@H](C1=C2CNCC2=CC=C1)NC=1C=C2C(=C(C=NC2=C(C1)C#N)C#N)NCC(C)(C)C (S)-6-(((1-cyclopropyl-1H-1,2,3-triazol-4-yl)(isoindolin-4-yl)methyl)amino)-4-(neopentylamino)quinoline-3,8-dicarbonitrile